FC(OC=1C=C(C=CC1)N1C=C(C2=CC(=CC=C12)C(=O)NC1(CS(C1)(=O)=O)C)C(C)C)F 1-(3-(difluoromethoxy)phenyl)-3-isopropyl-N-(3-methyl-1,1-dioxidothietan-3-yl)-1H-indole-5-carboxamide